3-(4-methylpiperazine-1-carbonyl)phenylboronic acid CN1CCN(CC1)C(=O)C=1C=C(C=CC1)B(O)O